C(C)(C)C1CCC2(CC[C@H](O2)OCCO[C@H]2OC3(CC2)CCC(CC3)C(C)C)CC1 |r| 1,2-Bis(((2SR,5r,8RS)-8-isopropyl-1-oxaspiro[4.5]dec-2-yl)oxy)ethane